CC1=CC(C(C=C1)=N)=N 4-methylbenzenediimine